ditert-butyl (3S,6S)-13-methyl-7-oxo-2,5,8,13,14,17,22-heptazatetracyclo[16.3.1.13,6.012,16]tricosa-1(21),12(16),14,18(22),19-pentaene-2,5-dicarboxylate CN1C=2CCCNC([C@H]3N(C[C@@H](N(C4=CC=CC(NC2C=N1)=N4)C(=O)OC(C)(C)C)C3)C(=O)OC(C)(C)C)=O